trimethyl-(2-methoxyethyl)phosphonium C[P+](CCOC)(C)C